C(C)OC(=O)[C@@]1(CC(=NO1)C1=C(C=C(C(=C1)N1C(=NC(=CC1=O)C(F)(F)F)OC)F)Cl)C (5S)-3-[2-chloro-4-fluoro-5-[2-methoxy-6-oxo-4-(trifluoromethyl)pyrimidin-1-yl]phenyl]-5-methyl-4H-isoxazole-5-carboxylic acid ethyl ester